FC=1C=C(C=CC1)C1=C(C=C2N(C1=O)C(=CS2)C)C(=O)N(C)OC 6-(3-Fluorophenyl)-N-methoxy-N,3-dimethyl-5-oxo-5H-thiazolo[3,2-a]pyridine-7-carboxamide